FC(C(=O)O)(F)F.ClC=1C=C2C(=CN(C2=C(C1)C1=C2C(=NC=C1)C=C(S2)CN2C(C1C(C1C2=O)(C)C)=O)C[C@@H]2CNCCO2)F 3-((7-(5-chloro-3-fluoro-1-(((S)-morpholin-2-yl)methyl)-1H-indol-7-yl)thieno[3,2-b]pyridin-2-yl)methyl)-6,6-dimethyl-3-azabicyclo[3.1.0]hexane-2,4-dione trifluoroacetate salt